C1(CCCC1)C1=NNC(=C1I)C(=O)OC Methyl 3-cyclopentyl-4-iodo-1H-pyrazole-5-carboxylate